N1=NSC=2C1=CON2 isoxazolo[4,3-d]-1,2,3-thiadiazole